4-Chloro-5-(3-[[4-fluoro-2-(trifluoromethyl)phenyl](methyl)amino]-1h,4h,5h,6h,7h-pyrazolo[3,4-c]pyridin-6-yl)-2,3-dihydropyridazin-3-one ClC=1C(NN=CC1N1CC2=C(CC1)C(=NN2)N(C)C2=C(C=C(C=C2)F)C(F)(F)F)=O